S(=O)(=O)(C1=CC=C(C)C=C1)OC[C@H]1N(C2=CC=CC=C2C1)C(=O)OC(C)(C)C tert-butyl (S)-2-((tosyloxy)methyl)indoline-1-carboxylate